6-(1-cyclobutylpiperidine-4-yl)-2-((5-(5-(difluoromethyl)-1,3,4-oxadiazole-2-yl)pyridine-2-yl)methyl)-4,4-dimethylisoquinoline-1,3(2H,4H)-dione C1(CCC1)N1CCC(CC1)C=1C=C2C(C(N(C(C2=CC1)=O)CC1=NC=C(C=C1)C=1OC(=NN1)C(F)F)=O)(C)C